ClC1=C(C=CC=C1B1OC(C(O1)(C)C)(C)C)NC(=O)C1=NN2C([C@H](CCC2)N2CCC(CC2)C(=O)OC)=C1 (S)-methyl 1-(2-((2-chloro-3-(4,4,5,5-tetramethyl-1,3,2-dioxaborolan-2-yl)phenyl)carbamoyl)-4,5,6,7-tetrahydropyrazolo[1,5-a]pyridin-4-yl)piperidine-4-carboxylate